FC1=CC=C2C(=C(C=NC2=C1C1=C(C(=CC(=C1)F)F)F)C(=O)NN1CCOC2=C1C=C(C=C2)F)N2CCOCC2 7-fluoro-N-(6-fluoro-2,3-dihydro-1,4-benzoxazin-4-yl)-4-morpholino-8-(2,3,5-trifluorophenyl)quinoline-3-carboxamide